(Z)-2-cyano-3-(6-(piperidin-1-yl)naphthalen-2-yl)-N-((1-((3,4,5-trihydroxy-6-methoxytetrahydro-2H-pyran-2-yl)methyl)-1H-1,2,3-triazol-4-yl)methyl)acrylamide C(#N)/C(/C(=O)NCC=1N=NN(C1)CC1OC(C(C(C1O)O)O)OC)=C/C1=CC2=CC=C(C=C2C=C1)N1CCCCC1